n-propanolate C(CC)[O-]